C1(C=CC=C1)[Hf](N(CC)CC)(N(CC)CC)C1C=CC=C1 bis(cyclopentadienyl)bis(diEthylamino)hafnium